tert-butyl (2-((4-(3-((2S,6S)-2,6-dimethylmorpholino)phenyl)thiazol-2-yl)amino)-2-oxoethyl)carbamate C[C@@H]1O[C@H](CN(C1)C=1C=C(C=CC1)C=1N=C(SC1)NC(CNC(OC(C)(C)C)=O)=O)C